ClC1=C(C=CC(=C1)Cl)C(C(N1N=CN=C1)OC)(O)C α-(2,4-dichlorophenyl)-β-methoxy-α-methyl-1H-1,2,4-triazole-1-ethanol